C1(CCCCC1)C=1C=C(C(=O)N2CC(CCC2)C=2C=C(OC(C(=O)OC)(C)C)C=CC2)C=CC1 methyl 2-(3-(1-(3-cyclohexylbenzoyl) piperidin-3-yl) phenoxy)-2-methylpropionate